ethyl 2-[(2R)-2-(1-cyclopropylpyrazol-4-yl)tetrahydropyran-4-yl]-6-(2,4-difluorophenyl)-5-(1,3-dioxolan-2-yl)pyrimidine-4-carboxylate C1(CC1)N1N=CC(=C1)[C@@H]1OCCC(C1)C1=NC(=C(C(=N1)C(=O)OCC)C1OCCO1)C1=C(C=C(C=C1)F)F